1-[4-(prop-2-yn-1-yl)piperazin-1-yl]-3,6,9,12-tetraoxapentadecane-15-oic acid C(C#C)N1CCN(CC1)CCOCCOCCOCCOCCC(=O)O